N-(2,2-dimethylcyclobutyl)-6-[(6-fluoro-3-pyridyl)amino]-3-hydroxy-pyridine-2-carboxamide CC1(C(CC1)NC(=O)C1=NC(=CC=C1O)NC=1C=NC(=CC1)F)C